(2r,3aR,5s,6aS)-N-(4-(5-carbamoyl-2,2-dimethyl-2,3-dihydro-1H-pyrrolizin-7-yl)-5-chloropyridin-2-yl)octahydropentalene-2,5-dicarboxamide C(N)(=O)C=1N2CC(CC2=C(C1)C1=CC(=NC=C1Cl)NC(=O)C1C[C@@H]2CC(C[C@@H]2C1)C(=O)N)(C)C